CCC(=O)CC(=O)C1=C(C2=C(C=C1CC(=O)O)C(=O)C3=C(C2=O)C(=CC=C3)O)O The molecule is an anthraquinone that is anthracene-9,10-dione substituted by hydroxy groups at positions 4 and 5, a carboxymethyl group at position 2 and a 3-oxopentanoyl group at position 3. It is a polyphenol, an oxo monocarboxylic acid and a dihydroxyanthraquinone. It is a conjugate acid of an aklanonate.